(E)-2-(1-(6,7-dimethoxyquinazolin-4-yl)azetidin-3-yl)vinylsulfonamide COC=1C=C2C(=NC=NC2=CC1OC)N1CC(C1)/C=C/S(=O)(=O)N